N1C=NC(=C1)C=1C=C2C(=NC1)N(C=C2)S(=O)(=O)C2=CC=C(C)C=C2 5-(1H-imidazol-4-yl)-1-(p-toluenesulfonyl)pyrrolo[2,3-b]pyridine